ClC=1C=C(C=C(C1)F)C=1C=CC(=NC1)N1CCN(CC1)C(=O)C1=CC=C2C=CC(NC2=C1)=O 7-(4-(5-(3-chloro-5-fluorophenyl)pyridin-2-yl)piperazine-1-carbonyl)quinolin-2(1H)-one